[Ca+2].P(=O)([O-])([O-])[O-].C(CCCCCCCCCCCCCCC(C)C)OCCCCCCCCCCCCCCCC(C)C.P(=O)([O-])([O-])[O-].[Ca+2].[Ca+2] isooctadecyl ether phosphate calcium salt